NC(C)C=1C=C(N)C=C(C1F)C(F)F 3-(1-aminoethyl)-5-(difluoromethyl)-4-fluoroaniline